C1(CCCCC1)C1=C(COCCCCCCN2C[C@@H]([C@H]([C@@H]([C@H](C2)O)O)O)O)C=CC=C1 (3S,4R,5R,6S)-1-{6-[(2-cyclohexylbenzyl)oxy]hexyl}-3,4,5,6-azepanetetrol